(S)-ethyl 8-(2-amino-6-((R)-1-(5-chloro-3'-(propylsulfonyl)-[1,1'-biphenyl]-2-yl)-2,2,2-trifluoroethoxy)pyrimidin-4-yl)-2,8-diazaspiro[4.5]decane-3-carboxylate NC1=NC(=CC(=N1)N1CCC2(C[C@H](NC2)C(=O)OCC)CC1)O[C@@H](C(F)(F)F)C1=C(C=C(C=C1)Cl)C1=CC(=CC=C1)S(=O)(=O)CCC